ethyl 2-((2,4-dimethoxybenzyl) amino)-4-((1-hydroxyhex-3-yl) amino)-1,5-naphthyridine-3-carboxylate COC1=C(CNC2=NC3=CC=CN=C3C(=C2C(=O)OCC)NC(CCO)CCC)C=CC(=C1)OC